N1(CCC1)C(C)C=1NC(C=2SC(=C3OCCCC1C32)C=3C=NN(C3)C(C3=CC=CC=C3)(C3=CC=CC=C3)C3=CC=CC=C3)=O 7-[1-(azetidin-1-yl)ethyl]-2-(1-tritylpyrazol-4-yl)-12-oxa-3-thia-6-azatricyclo[6.4.1.04,13]trideca-1,4(13),7-trien-5-one